C1(=CC=C(C=C1)C(=O)C1=C(C=CC=C1)N(N=O)C)C1=CC=CC=C1 N-(2-([1,1'-biphenyl]-4-carbonyl)phenyl)-N-methylnitrosamide